3-(Chloromethyl)-4-methyl-2-(trifluoromethyl)pyridine ClCC=1C(=NC=CC1C)C(F)(F)F